BrC1=CC=C(C=C1)C1N(C(CC2=C1NC1=CC=CC=C21)C)C21CC(C2)(C1)CO (3-(1-(4-bromophenyl)-3-methyl-1,3,4,9-tetrahydro-2H-pyrido[3,4-b]indol-2-yl)bicyclo[1.1.1]pentan-1-yl)methanol